C(CCCCCCCCC)ON(C(CCCN(C)C)=O)C(CCCCCCC(C(=O)OCCC(CCCCC)CCCCC)F)CCCCCCCCC 3-pentyloctyl 9-[N-(decyloxy)-4-(dimethylamino)butanamido]-2-fluorooctadecanoate